hexadecylfluorodecylsulfonate C(CCCCCCCCCCCCCCC)OS(=O)(=O)CCCCCCCCCCF